4-((2R,3S,4S,5S)-3-(2-(difluoromethoxy)-3,4-difluorophenyl)-4,5-dimethyl-5-(trifluoromethyl)tetrahydrofuran-2-carboxamido)picolinamide FC(OC1=C(C=CC(=C1F)F)[C@H]1[C@@H](O[C@@]([C@H]1C)(C(F)(F)F)C)C(=O)NC1=CC(=NC=C1)C(=O)N)F